C1(CC1)N1C(=NC2=C1C=C(C=C2F)C2C[C@H](N(CC2)C2CCNCC2)CC2CC2)C2=CC=C(C=C2)S(=O)(=O)C cyclopropyl-6-(r-(cyclopropylmethyl)-[1,4'-bipiperidin]-4-yl)-4-fluoro-2-(4-(methylsulfonyl)phenyl)-1H-benzo[d]imidazole